C(C)(=O)N1\C(\C(C2=CC=CC=C12)=O)=C/C1=NC2=CC=C(C=C2C(=C1)C1=NC=CN=C1)C(=O)N1CCOCC1 (Z)-1-acetyl-2-((6-(morpholine-4-carbonyl)-4-(pyrazin-2-yl)-quinolin-2-yl)-methylene)indolin-3-one